2-(3-chlorophenyl)-2-cyanocyclopropane-1-carboxylic acid ClC=1C=C(C=CC1)C1(C(C1)C(=O)O)C#N